Tert-butyl (2S,3S)-3-((2-(1-(4-methoxybenzyl)-2,6-dioxopiperidin-3-yl)-1-oxoisoindolin-5-yl)oxy)-2-methylpyrrolidine-1-carboxylate COC1=CC=C(CN2C(C(CCC2=O)N2C(C3=CC=C(C=C3C2)O[C@@H]2[C@@H](N(CC2)C(=O)OC(C)(C)C)C)=O)=O)C=C1